4-(2-phenyl-3-pyridinyl)benzenesulfonamide C1(=CC=CC=C1)C1=NC=CC=C1C1=CC=C(C=C1)S(=O)(=O)N